COCCNC1=CC=CC=N1 6-[(2-methoxyethyl)amino]pyridine